2-chloro-6-methyl-4-(3-methyl-1-(4-methyl-4H-1,2,4-triazol-3-yl)cyclobutyl)pyridine Lithium D-gluconat O=C([C@H](O)[C@@H](O)[C@H](O)[C@H](O)CO)[O-].[Li+].ClC1=NC(=CC(=C1)C1(CC(C1)C)C1=NN=CN1C)C